Cyclopropyl(3-(4-(5-(2,3-dihydro-1H-inden-4-yl)-6-methoxy-1H-pyrazolo[4,3-b]pyridin-3-yl)-1H-pyrazol-1-yl)azetidin-1-yl)methanone C1(CC1)C(=O)N1CC(C1)N1N=CC(=C1)C1=NNC=2C1=NC(=C(C2)OC)C2=C1CCCC1=CC=C2